(R)-6-chloro-N3-(1-ethylpiperidin-3-yl)-5-methylpyridazine-3,4-diamine ClC1=C(C(=C(N=N1)N[C@H]1CN(CCC1)CC)N)C